4-methyl-4,5,6,7-tetrahydro-1H-[1,2,3]triazolo[4,5-c]pyridine CC1NCCC2=C1N=NN2